CC1=C(C(=C)C)C=CC=C1 2-methyl-alpha-methylstyrene